C(C1=CC=CC=C1)OC=1C=2C=CC(=NC2C=2N(C1C(=O)OC)N=CN2)C2=CC=CC=C2 methyl 6-(benzyloxy)-9-phenyl-[1,2,4]triazolo[1,5-h][1,7]naphthyridine-5-carboxylate